N-(2-methoxyethyl)-N-((1-(4-(trifluoromethyl)phenyl)-1,2,3,4-tetrahydroquinolin-3-yl)methyl)acrylamide COCCN(C(C=C)=O)CC1CN(C2=CC=CC=C2C1)C1=CC=C(C=C1)C(F)(F)F